COC1=CC=C(C=C1)C1=CC=2C(C3=CC(=CC=C3C2C=C1)C1=CC=C(C=C1)OC)=O 2,7-bis(4-methoxyphenyl)-9-fluorenone